S(C1=C(C(OC1OCC)=O)Cl)C1=C(C(OC1OCC)=O)Cl 4,4'-thiobis[5-ethoxy-3-chloro-2(5H)furanone]